6-bromo-7-methyl-5-[1-(pyrrolidine-1-carbonyl)piperidin-4-yl]-7H-pyrrolo[2,3-d]pyrimidin-4-amine BrC1=C(C2=C(N=CN=C2N)N1C)C1CCN(CC1)C(=O)N1CCCC1